dipropylene glycol normal butyl ether C(CCC)OC(C)COC(C)CO